CC=1C=CC=2N(C3=CC=C(C=C3C2C1)C)C=1C=C(C=CC1)C=1C(=NC(=CC1C1=C(C=CC=C1)C1=NC(=NC(=C1)C1=CC=CC=C1)C1=CC=CC=C1)N1C2=CC=C(C=C2C=2C=C(C=CC12)C(C)(C)C)C(C)(C)C)N1C2=CC=C(C=C2C=2C=C(C=CC12)C(C)(C)C)C(C)(C)C 9,9'-(3-(3-(3,6-dimethyl-9H-carbazol-9-yl)phenyl)-4-(2-(2,6-diphenylpyrimidin-4-yl)phenyl)pyridine-2,6-diyl)bis(3,6-di-tert-butyl-9H-carbazole)